2-(4-Cyano-2-fluorophenyl)-N-[(3S)-9-fluoro-2-oxo-5-phenyl-1,3-dihydro-1,4-benzodiazepin-3-yl]-6,7-dihydro-5H-pyrazolo[5,1-b][1,3]oxazine-3-carboxamide C(#N)C1=CC(=C(C=C1)C1=NN2C(OCCC2)=C1C(=O)N[C@@H]1C(NC2=C(C(=N1)C1=CC=CC=C1)C=CC=C2F)=O)F